ClO.[Sn] tin chlorohydroxide